C(C)C=1N=C2N(C=C(C=C2)C=2C=NC(=CC2)N2CCC(CC2)C(=O)N2CCNCC2)C1N(C=1SC(=C(N1)C1=CC=C(C=C1)F)C#N)C 2-((2-ethyl-6-(6-(4-(piperazine-1-carbonyl)piperidin-1-yl)pyridin-3-yl)imidazo[1,2-a]pyridin-3-yl)(methyl)amino)-4-(4-fluorophenyl)thiazole-5-carbonitrile